(Z)-tert-Butyl (tert-butoxycarbonylamino)(2-(6-chloro-2-(4,5-dichloropyridin-2-ylamino)-9H-carbazol-9-yl)ethylamino)methylenecarbamate C(C)(C)(C)OC(=O)N\C(\NCCN1C2=CC=C(C=C2C=2C=CC(=CC12)NC1=NC=C(C(=C1)Cl)Cl)Cl)=N/C(OC(C)(C)C)=O